ONC(=O)C1=CC2=C(CN([C@H](CO2)C2=CC=CC=C2)C(=O)C2(CCCCC2)OC)C=C1 (S)-N-hydroxy-4-(1-methoxycyclohexane-1-carbonyl)-3-phenyl-2,3,4,5-tetrahydrobenzo[f][1,4]oxazepine-8-carboxamide